ethyl 6-[3-(5-chloro-2-methoxypyridine-3-sulfonamido)-2,6-difluorophenyl]imidazo[1,5-a]pyridine-1-carboxylate ClC=1C=C(C(=NC1)OC)S(=O)(=O)NC=1C(=C(C(=CC1)F)C=1C=CC=2N(C1)C=NC2C(=O)OCC)F